1,2-Dimethoxy-ethan COCCOC